N-[15-[(2,5-Dioxo-1-pyrrolidinyl)oxy]-15-oxo-3,6,9,12-tetraoxapentadec-1-yl]-2,5-dihydro-2,5-dioxo-1H-pyrrole-1-propanamide O=C1N(C(CC1)=O)OC(CCOCCOCCOCCOCCNC(CCN1C(C=CC1=O)=O)=O)=O